C(CCC)NCCC[Si](OC)(OC)OC N-butyl-γ-aminopropyl-trimethoxysilane